ClC1=C2C(=CNC2=CC=C1)CNC 1-(4-chloro-1H-indol-3-yl)-N,N-dimethylamine